N6-[(2R)-2-amino-2-(3-bromophenyl)ethyl]-1-methyl-N4-(2,2,2-trifluoro-1,1-dimethyl-ethyl)pyrazolo[3,4-d]pyrimidine-4,6-diamine N[C@@H](CNC1=NC(=C2C(=N1)N(N=C2)C)NC(C(F)(F)F)(C)C)C2=CC(=CC=C2)Br